COC1=C(OCC2OC2)C=CC=C1 2-((2-methoxyphenoxy)methyl)oxirane